5-[4-amino-5-(trifluoromethyl)-pyrrolo[2,1-f][1,2,4]triazin-7-yl]-N-[(3R,4S)-4-fluoro-1-(2-methyl-2,3-dihydro-1H-inden-1-yl)pyrrolidin-3-yl]-2-methoxypyridine-3-carboxamide NC1=NC=NN2C1=C(C=C2C=2C=C(C(=NC2)OC)C(=O)N[C@@H]2CN(C[C@@H]2F)C2C(CC1=CC=CC=C21)C)C(F)(F)F